BrC=1C=CC(=C(C1)C(C(=O)O)N1C(C=C(C(=C1)CCOC)C(F)(F)F)=O)F (5-bromo-2-fluorophenyl)[5-(2-methoxyethyl)-2-oxo-4-(trifluoromethyl)pyridin-1-yl]acetic acid